methyl 2-(3-(2-(((tert-butoxycarbonyl)(methyl)amino)methyl)-6-cyclopropylimidazo[1,2-a]pyridin-8-yl)-2,5-dioxoimidazolidin-1-yl)acetate C(C)(C)(C)OC(=O)N(C)CC=1N=C2N(C=C(C=C2N2C(N(C(C2)=O)CC(=O)OC)=O)C2CC2)C1